3,6-di(thiophen-2-yl)-2,5-dihydropyrrolo[3,4-c]pyrrole-1,4-dione S1C(=CC=C1)C=1NC(C2=C(NC(C21)=O)C=2SC=CC2)=O